BrC1=CC(=C(CNC(=O)C2CCN(CC2)CC2=CSC=C2)C=C1)OC(F)(F)F N-(4-bromo-2-(trifluoromethoxy)benzyl)-1-(thiophen-3-ylmethyl)piperidine-4-carboxamide